BrC1=C(C=C(C=C1)C(CC(=O)O)C1CC1)NC([C@H]([C@H](C(F)(F)F)C)C1=CC2=C(OC(O2)(F)F)C=C1)=O 3-(4-bromo-3-((2R,3R)-2-(2,2-difluorobenzo[d][1,3]dioxolan-5-yl)-4,4,4-Trifluoro-3-methylbutanamido)phenyl)-3-cyclopropylpropionic acid